4,4'-methylenebis[2-(2-propenyl)phenol] C(C1=CC(=C(C=C1)O)CC=C)C1=CC(=C(C=C1)O)CC=C